2-(6-isocyanatohexylaminocarbonylamino)-6-methyl-4[1H]pyrimidinone N(=C=O)CCCCCCNC(=O)NC=1NC(=CC(N1)=O)C